N-(4-(Difluoromethoxy)-2-((2-(dimethylamino)ethyl)(methyl)amino)-5-((4-(3,3,5-Trimethyl-2,3-dihydro-1H-pyrrolo[3,2-b]pyridin-1-yl)-1,3,5-triazin-2-yl)amino)phenyl)acrylamide FC(OC1=CC(=C(C=C1NC1=NC=NC(=N1)N1CC(C2=NC(=CC=C21)C)(C)C)NC(C=C)=O)N(C)CCN(C)C)F